4-phenyl-2-(prop-1-en-2-yl)thiazole C1(=CC=CC=C1)C=1N=C(SC1)C(=C)C